2,6-dimethoxy-N-(4-methoxy-6-(3-(1-propynylpyrrolidin-3-yl)phenyl)benzo[d]isoxazol-3-yl)benzenesulfonamide methyl-3-((2-((tert-butoxycarbonyl)amino)ethyl)thio)picolinate COC(C1=NC=CC=C1SCCNC(=O)OC(C)(C)C)=O.COC1=C(C(=CC=C1)OC)S(=O)(=O)NC1=NOC2=C1C(=CC(=C2)C2=CC(=CC=C2)C2CN(CC2)C#CC)OC